O=C1N(C2=CC(=CC=C2C=C1)OC(F)(F)F)CC(=O)N (2-oxo-7-(trifluoromethoxy)quinolin-1(2H)-yl)acetamide